4-(((1-(1-benzoylpiperidin-4-yl)-1H-pyrazol-4-yl)methyl)amino)-2-(2,6-dioxopiperidin-3-yl)isoindoline-1,3-dione C(C1=CC=CC=C1)(=O)N1CCC(CC1)N1N=CC(=C1)CNC1=C2C(N(C(C2=CC=C1)=O)C1C(NC(CC1)=O)=O)=O